CC1(C(CC2=CC=CC=C12)NC=1C=CC(=NC1)[C@@H](C(F)(F)F)N(C(=O)C1CCS(CC1)(=O)=O)C)C N-((1S)-1-(5-((1,1-dimethyl-2,3-dihydro-1H-inden-2-yl)amino)pyridin-2-yl)-2,2,2-trifluoroethyl)-N-methyltetrahydro-2H-thiopyran-4-carboxamide 1,1-dioxide